ClC=1C=C(C(=O)NC2=C(C(=NS2)C)C(=O)NCC2=C(C=CC=C2)F)C=C(C1O)Cl 5-(3,5-dichloro-4-hydroxybenzamido)-N-(2-fluorobenzyl)-3-methylisothiazole-4-carboxamide